C(C1=CC=CC=C1)OC(=O)[C@H]1N(C(C1)=O)[Si](C)(C)C(C)(C)C (S)-1-(tert-Butyldimethylsilyl)-4-oxoazetidine-2-carboxylic acid benzyl ester